5,6-difluoro-4-(4-(2-octyldodecyl)thiophen-2-yl)-7-(thiophen-2-yl)benzo[c][1,2,5]thiadiazole FC1=C(C=2C(=NSN2)C(=C1F)C=1SC=CC1)C=1SC=C(C1)CC(CCCCCCCCCC)CCCCCCCC